tert-butyl 2-(2-chloro-3-fluorophenyl)-3-azabicyclo[3.1.0]hexane-3-carboxylate ClC1=C(C=CC=C1F)C1C2CC2CN1C(=O)OC(C)(C)C